3-ethyl-7-((4-(2-methylimidazo[1,2-a]pyrazin-6-yl)-3,6-dihydropyridin-1(2H)-yl)methyl)-1,5-naphthyridin-2(1H)-one C(C)C=1C(NC2=CC(=CN=C2C1)CN1CCC(=CC1)C=1N=CC=2N(C1)C=C(N2)C)=O